C(C)(C)(C)N1N=C(C=C1NC=1C=CC2=C(C(NS2)C)C1)[C@@H]1C[C@@H](CC1)O 5-((1-(tert-butyl)-3-((1S,3R)-3-hydroxycyclopentyl)-1H-pyrazol-5-yl)amino)-3-methyl-2,3-dihydrobenzo[D]isothiazole